CN1CCN(CC1)CCCC(=O)OCC(COCCCCCCC)(COCCCCCCC)COCCCCCCC 3-(Heptyloxy)-2,2-bis((heptyloxy)methyl)propyl 4-(4-methylpiperazin-1-yl)butanoate